N-(pyridin-4-ylmethyl)-1H-pyrrolo[2,3-b]Pyridine-2-carboxamide N1=CC=C(C=C1)CNC(=O)C1=CC=2C(=NC=CC2)N1